[Si](C)(C)(C(C)(C)C)CCCCCCCCCCCN(C(CC(=O)[O-])CC)CC(C)OCC(C)O 3-((tert-butyldimethylsilyl) Undecyl (2-(2-hydroxy-1-propoxy)propyl)amino)pentanoate